Cl.C1NCCC2=CC(=CC=C12)NCC(=O)OC methyl 2-(1,2,3,4-tetrahydroisoquinolin-6-ylamino)acetate hydrochloride